N-(2-(2-(2-(3-(5-(4-(4-(dimethylamino)but-2-enoyl)-2-oxopiperazin-1-yl)thiophen-2-yl)propanamido)ethoxy)ethoxy)ethyl)benzamide CN(CC=CC(=O)N1CC(N(CC1)C1=CC=C(S1)CCC(=O)NCCOCCOCCNC(C1=CC=CC=C1)=O)=O)C